NC1=NNC=2C1=NC(=CC2)C2=C(C=C(C=C2)S(=O)(=O)N2CC(CC2)CCO)C 2-(1-((4-(3-amino-1H-pyrazolo[4,3-b]pyridin-5-yl)-3-methylphenyl)sulfonyl)pyrrolidin-3-yl)ethanol